(Z)-3-((1H-pyrrol-2-yl)methylene)-5-(8-methyl-2,3-dihydro-1H-pyrido[2,3-b][1,4]oxazin-7-yl)indolin-2-one N1C(=CC=C1)\C=C\1/C(NC2=CC=C(C=C12)C1=C(C2=C(OCCN2)N=C1)C)=O